methoxymethyltrityl-phosphorus chloride COCP(C(C1=CC=CC=C1)(C1=CC=CC=C1)C1=CC=CC=C1)Cl